2-chloro-3-methyl-5,6,7,8-tetrahydronaphthalene-1-carboxylic acid ClC1=C(C=2CCCCC2C=C1C)C(=O)O